ethyl 1-bromo-6-(bromomethyl)imidazo[1,5-a]pyrazine-3-carboxylate BrC=1N=C(N2C1C=NC(=C2)CBr)C(=O)OCC